CN1CCN(CC1)C(=O)C=1C=NN2C1C=C(C=C2)C2=CNC1=NC=C(C=C12)C(=O)N1CCN(CC1)C (4-methylpiperazin-1-yl)(5-(5-(4-methylpiperazine-1-carbonyl)-1H-pyrrolo[2,3-b]pyridin-3-yl)pyrazolo[1,5-a]pyridin-3-yl)methanone